1-(3,4,5-trimethoxyphenyl)-9H-pyrido[3,4-b]indol-3-amine COC=1C=C(C=C(C1OC)OC)C1=NC(=CC2=C1NC1=CC=CC=C21)N